IC1=NNC=2C1=C1C=3CCCCC3C(=NC1=CC2)C=2C(=NNC2)C(F)(F)F 1-iodo-7-(3-(trifluoromethyl)-1H-pyrazol-4-yl)-8,9,10,11-tetrahydro-3H-pyrazolo[4,3-a]phenanthridine